BrCC(=O)C1=C(C=CC=C1)[N+](=O)[O-] 2-bromo-1-(2-nitrophenyl)ethanone